benzodioxol-7-one Isopentyl-nitrite C(CC(C)C)ON=O.O1COC2=C1C(CC=C2)=O